(2S,3R,4R,5R,6R)-3-acetamido-6-(acetoxymethyl)tetrahydro-2H-pyran-2,4,5-triyl triacetate C(C)(=O)O[C@@H]1O[C@@H]([C@@H]([C@@H]([C@H]1NC(C)=O)OC(C)=O)OC(C)=O)COC(C)=O